3-chloro-4-((5-chloro-3-iodopyrazin-2-yl)thio)pyridin-2-amine ClC=1C(=NC=CC1SC1=NC=C(N=C1I)Cl)N